1-(2-(3-chloro-5-(6-methylpyrimidin-4-yl)phenyl)-4,4-difluoropiperidin-1-yl)prop-2-en-1-one ClC=1C=C(C=C(C1)C1=NC=NC(=C1)C)C1N(CCC(C1)(F)F)C(C=C)=O